FC1=CC(=CC2=CC=3C[C@@](CCC3N=C12)(C(C)C)F)C(=O)N[C@H](CC=O)C=1C=NC(=CC1)C1=CN=NC=C1 (S)-4,7-difluoro-7-isopropyl-N-((R)-3-oxo-1-(6-(pyridazin-4-yl)pyridin-3-yl)propyl)-5,6,7,8-tetrahydroacridine-2-carboxamide